5-[[5-bromo-4-(2-dimethylphosphorylanilino)pyrimidin-2-yl]amino]-3,3-dimethyl-1-[2-(4-methylpiperazin-1-yl)ethyl]indolin-2-one BrC=1C(=NC(=NC1)NC=1C=C2C(C(N(C2=CC1)CCN1CCN(CC1)C)=O)(C)C)NC1=C(C=CC=C1)P(=O)(C)C